(4-Methyl-2-(3-(4-methylpiperazin-1-yl)propyl)phenoxy)benzonitrile CC1=CC(=C(OC2=C(C#N)C=CC=C2)C=C1)CCCN1CCN(CC1)C